N1=C(C=CC=C1)C1=CN=C(N1)C1=NC=CC(=C1)C=1C=NC=CC1 2'-(5-(pyridin-2-yl)-1H-imidazol-2-yl)-3,4'-bipyridine